6-amino-2-isopropyl-1-oxo-2,3-dihydro-1H-indene-2-carboxylic acid methyl ester COC(=O)C1(C(C2=CC(=CC=C2C1)N)=O)C(C)C